1-(4-(4-((3,4-diaminophenyl)thio)phenyl)piperazin-1-yl)ethan-1-one NC=1C=C(C=CC1N)SC1=CC=C(C=C1)N1CCN(CC1)C(C)=O